NC1=C(C=C(C=N1)NC(C(=O)N1[C@@H](CC[C@H](C1)C)C1=CC=C(S1)C(=O)NC)=O)CC 5-[(2S,5R)-1-[2-[(6-amino-5-ethyl-3-pyridyl)amino]-2-oxo-acetyl]-5-methyl-2-piperidyl]-N-methyl-thiophene-2-carboxamide